1-(1Z-octadecenyl)-2-(5Z,8Z,11Z,14Z,17Z-eicosapentaenoyl)-glycero-3-phosphocholine CCCCCCCCCCCCCCCC/C=C\OC[C@H](COP(=O)([O-])OCC[N+](C)(C)C)OC(=O)CCC/C=C\C/C=C\C/C=C\C/C=C\C/C=C\CC